BrC1=C(C=C2C(=NC(=NC2=C1F)Cl)N1CCN(CC1)C(=O)OC(C)(C)C)C(F)(F)F tert-butyl 4-[7-bromo-2-chloro-8-fluoro-6-(trifluoromethyl)quinazolin-4-yl]piperazine-1-carboxylate